2,2,7-trifluoro-4-(2-fluorobenzyl)-6-(perfluorophenyl)-2H-benzo[b][1,4]oxazin-3(4H)-one FC1(C(N(C2=C(O1)C=C(C(=C2)C2=C(C(=C(C(=C2F)F)F)F)F)F)CC2=C(C=CC=C2)F)=O)F